BrC1=C(C=C(C(=O)N2[C@@H](CC(=C(C2)N=C=S)C(=O)[O-])C)C=C1)C(F)(F)F (R)-1-(4-bromo-3-(trifluoromethyl)benzoyl)-5-isothiocyanato-2-methyl-1,2,3,6-tetrahydropyridine-4-carboxylate